CC1(C(=O)OC(C2(CC=CC=C2)C)=O)CC=CC=C1 1-methylbenzoyl ether